C1(CC1)C(=O)NC1=NC=C(C(=O)NC([2H])([2H])[2H])C(=C1)NC1=CC=CC2=C1N(CC=1C=CN(C(C21)=O)C)C 6-(cyclopropanecarboxamido)-4-((2,6-dimethyl-1-oxo-1,2,5,6-tetrahydrobenzo[c][2,6]naphthyridin-7-yl)amino)-N-(methyl-d3)nicotinamide